[C@@H]1([C@H](O)[C@H](O)[C@@H](O)[C@@H](O1)C)OC1=C(OC2=C(C1=O)C(=CC(=C2)O[C@H]2[C@H](O)[C@@H](O[C@H]1[C@H](O)[C@@H](O)[C@H](O)[C@H](O1)CO)[C@H](O)CO2)O)C2=CC(=C(C=C2)O)O 3-[(6-deoxy-α-L-mannopyranosyl)oxy]-2-(3,4-dihydroxyphenyl)-7-[(3-O-β-D-glucopyranosyl-β-D-xylopyranosyl)oxy]-5-hydroxy-4H-1-benzopyran-4-one